7-ethyl-6-(3-methoxyphenyl)-5-methyl-2-(pyridin-2-yl)-2,6-dihydro-1H-pyrrolo[3,4-d]pyridazin-1-one C(C)C=1N(C(=C2C1C(N(N=C2)C2=NC=CC=C2)=O)C)C2=CC(=CC=C2)OC